(E)-1-(3-chloropropoxy)-2-fluoro-4-(2-methoxyvinyl)benzene ClCCCOC1=C(C=C(C=C1)\C=C\OC)F